OC(CCCCCC(=O)O)CCCCCCCCCCCCCCCCCCC 7-Hydroxy-hexacosanoic acid